C(C1=CC=CC=C1)OC1=C(C2=CC=CC=C2C=C1)CC(C(=O)NN)OC1=CC=CC=C1 ((2-(benzyloxy)naphthalen-1-yl)methyl)-2-phenoxyacethydrazide